C(C=C)(=O)N1C[C@H](N([C@@H](C1)C)S(=O)(=O)C)C1=CC(=NC(=C1)Cl)C1=CC(=NC=N1)C(=O)NC 6-(4-((2R,6R)-4-acryloyl-6-methyl-1-(methylsulfonyl)piperazin-2-yl)-6-chloropyridin-2-yl)-N-methylpyrimidine-4-carboxamide